BrC1=CC(=C(C=O)C(=C1)F)F 4-bromo-2,6-difluoro-benzaldehyde